N'-methyl-N'-(naphthalen-1-yl)2-methyl-5-nitrobenzhydrazide CN(NC(C1=C(C=CC(=C1)[N+](=O)[O-])C)=O)C1=CC=CC2=CC=CC=C12